N1=CC2(C3=CC=CC=C13)CCCCC2 spiro[cyclohexane-1,3'-indole]